N-(1-(4-((exo-6-Amino-3-azabicyclo[3.1.0]hexan-3-yl)methyl)phenyl)-2-oxo-1,2-dihydropyrimidin-4-yl)-3-(aminomethyl)azetidine-1-carboxamide Hydrochloride Salt Cl.NC1C2CN(CC12)CC1=CC=C(C=C1)N1C(N=C(C=C1)NC(=O)N1CC(C1)CN)=O